4-(7-(3-(aminomethyl)-2-fluorophenyl)imidazo[5,1-b]thiazol-5-yl)benzoic acid hydrochloride Cl.NCC=1C(=C(C=CC1)C=1N=C(N2C1SC=C2)C2=CC=C(C(=O)O)C=C2)F